N-Ethyl-5-fluoro-N-isopropyl-2-((4-(7-(((2S,5R)-5-(morpholine-4-sulfonamido)tetrahydro-2H-pyran-2-yl)methyl)-2,7-diazaspiro[3.5]nonan-2-yl)pyrimidin-5-yl)oxy)benzamide C(C)N(C(C1=C(C=CC(=C1)F)OC=1C(=NC=NC1)N1CC2(C1)CCN(CC2)C[C@H]2OC[C@@H](CC2)NS(=O)(=O)N2CCOCC2)=O)C(C)C